tert-butyl (6R)-2-(4-chlorophenyl)-6-methyl-3-(pyridin-4-yl)-6,7-dihydropyrazolo[1,5-a]pyrazine-5(4H)-carboxylate ClC1=CC=C(C=C1)C1=NN2C(CN([C@@H](C2)C)C(=O)OC(C)(C)C)=C1C1=CC=NC=C1